3-((6-amino-5-fluoropyridin-3-yl)ethynyl)-N-(3-(tert-butyl)-1-(6-methylpyridin-3-yl)-1H-pyrazole-5-yl)-4-methylbenzamide NC1=C(C=C(C=N1)C#CC=1C=C(C(=O)NC2=CC(=NN2C=2C=NC(=CC2)C)C(C)(C)C)C=CC1C)F